NC1=C2N=CN(C2=NC(=N1)F)[C@H]1C[C@@H]([C@@](O1)(C#C)CO[P@@](=O)(O[C@H](C(=O)OCCCCCCCC)C)N[C@@H](CC1=CC=CC=C1)C(=O)OCCCCCCCC)O Octyl ((R)-(((2R,3S,5R)-5-(6-amino-2-fluoro-9H-purin-9-yl)-2-ethynyl-3-hydroxytetrahydrofuran-2-yl)methoxy) (((S)-1-(octyloxy)-1-oxopropan-2-yl) oxy)phosphoryl)-L-phenylalaninate